C(C)(C)(C)OC(=O)NC[C@@H]1CC[C@H](CC1)C(=O)O trans-4-(tert-butoxycarbonylaminomethyl)cyclohexylcarboxylic acid